FC=1C=C(C=CC1Br)N1C(O[C@@H](C1)CO)=O (S)-3-(3-fluoro-4-bromophenyl)-5-(hydroxymethyl)oxazolidin-2-one